sodium N-(4-chlorophenyl)-N-methyl-4-aminobutyrate ClC1=CC=C(C=C1)N(CCCC(=O)[O-])C.[Na+]